2,2-dimethylpropanediamine CC(C(N)N)(C)C